[Si](C)(C)(C(C)(C)C)OC(C)C=1C(=C(C=O)C(=CC1)OCOC)OCOC (1-((tert-butyldimethylsilyl)oxy)ethyl)-2,6-bis(methoxymethoxy)benzaldehyde